N1=NC=C2C1=CC=1C=CC=CC12 indenopyrazole